6-chloro-5-cyano-4-[[3-(4-methoxy-3-methyl-4-oxo-butyl)-1-methyl-2-oxo-benzoimidazol-5-yl]amino]pyridine-2-carboxylic acid isopropyl ester C(C)(C)OC(=O)C1=NC(=C(C(=C1)NC1=CC2=C(N(C(N2CCC(C(=O)OC)C)=O)C)C=C1)C#N)Cl